Isobutyraldehyde C(C(C)C)=O